NC1=C2C(=NC=N1)N(N=C2I)[C@@H]2CC[C@H](CC2)O trans-4-(4-amino-3-iodo-1H-pyrazolo[3,4-d]pyrimidin-1-yl)cyclohexane-1-ol